C(C1=CC=CC=C1)OC[C@@H]1[C@](OC2=C1C(=C(C(=C2)F)Cl)C2=C(C(=CC=C2C#N)OC)F)(C2=CC=CC=C2)CN(C(OC(C)(C)C)=O)C tert-butyl (((2S,3R,4S)-3-((benzyloxy)methyl)-5-chloro-4-(6-cyano-2-fluoro-3-methoxyphenyl)-6-fluoro-2-phenyl-2,3-dihydrobenzofuran-2-yl)methyl)(methyl)carbamate